3-chloro-2-methoxy-5,6,7,8-tetrahydronaphthalene-1-carboxylic acid ClC=1C(=C(C=2CCCCC2C1)C(=O)O)OC